C1(=CC=C(C=C1)NC1=CC=CC=C1)C1=CC=CC=C1 N-([1,1'-biphenyl]-4-yl)phenylamine